BrC=1C=C(N(N1)C)OC1=C(C=CC(=C1)C#N)C1=NC=C(C=N1)CN(C(OC(C)(C)C)=O)C(=O)OC(C)(C)C tert-Butyl N-[[2-[2-(5-bromo-2-methylpyrazol-3-yl)oxy-4-cyanophenyl]pyrimidin-5-yl]methyl]-N-[(2-methylpropan-2-yl)oxycarbonyl]carbamate